C1(=CC=CC=C1)C([Si](Br)(Cl)Cl)C1=CC=CC=C1 diphenyl-(methyl)dichloro(bromo)silane